(S)-(5-chloropyridin-2-yl) sulfoxide ClC=1C=CC(=NC1)S(=O)C1=NC=C(C=C1)Cl